C1(CC1)C(C(C(=O)NC1=CC=C(C=C1)C=1C(=NNC1C)C)C1=NN=C(N1)C1=CC=CC=C1)C1CC1 3,3-dicyclopropyl-N-[4-(3,5-dimethyl-1H-pyrazol-4-yl)phenyl]-2-(5-phenyl-4H-1,2,4-triazol-3-yl)propanamide